(S)-methyl 2-amino-2-(hydroxymethyl)propionate N[C@@](C(=O)OC)(C)CO